ClC1=CC=C(C=2C(C=3C=NN(C3CC21)C2OCCCC2)=O)C=C 8-chloro-1-(tetrahydro-2H-pyran-2-yl)-5-vinyl-1H-benzo[f]Indazol-4(9H)-one